C1OCCN2[C@@H]1CN(CC2)C2=C(C=C(C=C2)C2=NN(C1=CN=C(C=C12)C1=C(C=CC=C1F)O)COCC[Si](C)(C)C)OC[C@@H]1OC1 2-(3-{4-[(9aR)-octahydropyrazino[2,1-c][1,4]oxazin-8-yl]-3-{[(2R)-oxiran-2-yl]methoxy}phenyl}-1-{[2-(trimethylsilyl)ethoxy]methyl}-1H-pyrazolo[3,4-c]pyridin-5-yl)-3-fluorophenol